NCCN(CC#N)CCN1C(N(CC1)CCN(CCN)CCN)=O 2-((2-aminoethyl)(2-(3-(2-(bis(2-aminoethyl)amino)ethyl)-2-oxoimidazolidin-1-yl)ethyl)amino)acetonitrile